FC1=C(C(=O)NC)C=CC(=C1)CC1=CC=2C(N(COC2C=2CCOC21)[C@@H]2[C@H](COCC2)O)=O 2-fluoro-4-((3-((3R,4S)-3-hydroxytetrahydro-2H-pyran-4-yl)-4-oxo-3,4,8,9-tetrahydro-2H-benzofuro[5,4-e][1,3]oxazin-6-yl)methyl)-N-methylbenzamide